ClC1=CC=C(C(=N1)C(=O)O)N[C@H](C)C1=C2N=C(C(=NC2=CC(=C1)C)C#N)N1CC=2C(C1)=CSC2 (R)-6-chloro-3-((1-(2-cyano-7-methyl-3-(4H-thieno[3,4-c]pyrrol-5(6H)-yl)quinoxalin-5-yl)ethyl)amino)picolinic acid